tert-butyl-4-(N-((5-(hydrazinecarbonyl)pyridin-2-yl)methyl)-N-phenylsulfamoyl)piperidine C(C)(C)(C)N1CCC(CC1)S(N(C1=CC=CC=C1)CC1=NC=C(C=C1)C(=O)NN)(=O)=O